methyl ((R)-2-((3-cyano-5-fluorobenzyl)oxy)-3-(heptadecyloxy)propyl) hydrogen phosphate P(=O)(OC)(OC[C@@H](COCCCCCCCCCCCCCCCCC)OCC1=CC(=CC(=C1)F)C#N)O